C(C)N1N=CC(=C1)C1=CC=CC(=N1)C(=O)NC=1C(=NC=C(C1)N1C[C@@](CC1)(OC)C(C)(C)O)C(F)(F)F (R)-6-(1-ethyl-1H-pyrazol-4-yl)-N-(5-(3-(2-hydroxypropan-2-yl)-3-methoxypyrrolidin-1-yl)-2-(trifluoromethyl)pyridin-3-yl)picolinamide